Cl.Cl.NCCCCN (putrescine)-2HCl